(S)-N-(6-(1H-pyrazol-4-yl)isoquinolin-3-yl)-2-(3-fluoropyrrolidin-1-yl)acetamide Ethyl-4-(methylthio)-1H-pyrazole-3-carboxylate C(C)OC(=O)C1=NNC=C1SC.N1N=CC(=C1)C=1C=C2C=C(N=CC2=CC1)NC(CN1C[C@H](CC1)F)=O